C1(=CC=CC=C1)C=1C=C(C=CC1)S(=O)(=O)C1=CC(=CC=C1)C1=CC=CC=C1 3-phenylphenylsulfone